C(C)(C)(C)OC(=O)NCC=1C=C(C=CC1)C1=NN2C(C(=N1)C(=O)O)=CC=C2CN2CCCC2 2-(3-(((tert-butoxycarbonyl)amino)methyl)phenyl)-7-(pyrrolidin-1-ylmethyl)pyrrolo[2,1-f][1,2,4]triazine-4-carboxylic acid